(R,E)-(4-(5-(2-(6-(1H-imidazol-1-yl)pyridin-3-yl)vinyl)pyrimidin-2-yl)-1-(pyrimidin-2-yl)piperazin-2-yl)methanol N1(C=NC=C1)C1=CC=C(C=N1)/C=C/C=1C=NC(=NC1)N1C[C@@H](N(CC1)C1=NC=CC=N1)CO